4-bromo-1-(2-(2-bromoethoxy)ethyl)-1H-pyrazole BrC=1C=NN(C1)CCOCCBr